CN1N=C(C=C1)CNC1CCCCC1 (1S,2S)-2-(((1-methyl-1H-pyrazol-3-yl)methyl)amino)cyclohexan